NC1=C(C(C1=O)=O)NCCNC(O[C@H]1[C@H](NC[C@@H]1O)CC1=CC=C(C=C1)OC)=O (2R,3S,4S)-4-hydroxy-2-[(4-methoxyphenyl)methyl]pyrrolidin-3-yl N-{2-[(2-amino-3,4-dioxocyclobut-1-en-1-yl)amino]ethyl}carbamate